C(C)OC(CNC(=O)C1=CC2=C(N(C(=N2)NC=2SC3=C(N2)C=CC(=C3)OC(F)(F)F)C)C=C1)C 1-Methyl-2-(6-trifluoromethoxy-benzothiazol-2-ylamino)-1H-benzoimidazole-5-carboxylic acid (2-ethoxy-propyl)-amide